(R)-5-((1-(7'-methyl-9'-oxo-1',2'-dihydro-9'H-spiro[cyclopentane-1,3'-pyrrolo[2,1-b]quinazolin]-5'-yl)ethyl)amino)thiazole-4-carboxylic acid CC1=CC=2C(N3C(=NC2C(=C1)[C@@H](C)NC1=C(N=CS1)C(=O)O)C1(CC3)CCCC1)=O